Cl.FC=1C=C2C(C(=CN3C2=C(C1N1CCN(CCC1)C1=NC=CN=C1)OC[C@@H]3C)C(=O)O)=O (S)-9-fluoro-3-methyl-7-oxo-10-(4-(pyrazin-2-yl)-1,4-diazepan-1-yl)-2,3-dihydro-7H-[1,4]oxazino[2,3,4-ij]quinoline-6-carboxylic acid hydrochloride